6-[5-(2-amino-ethoxy)-pyridin-3-yl]-1-methyl-3,4-dihydro-1H-quinolin-2-one hydrochloride Cl.NCCOC=1C=C(C=NC1)C=1C=C2CCC(N(C2=CC1)C)=O